Cl[C@H](C(=O)N(NC([C@H](CC(C)C)NC(=O)C=1NC2=CC=CC(=C2C1)OCC#C)=O)C[C@H]1C(NCC1)=O)F N-((S)-1-{2-[(R)-2-chloro-2-fluoroacetyl]-2-{[(S)-2-oxopyrrolidin-3-yl]methyl}hydrazinyl}-4-methyl-1-oxopentan-2-yl)-4-(2-propyn-1-yloxy)-1H-indole-2-carboxamide